O[C@H]1[C@@](COC1)(C)N1CCC(CC1)C=1C=C2C=C(N=CC2=CC1C)NC(=O)[C@H]1CC12CC2 (1S)-N-(6-(1-((3S,4S)-4-hydroxy-3-methyltetrahydrofuran-3-yl)piperidin-4-yl)-7-methylisoquinolin-3-yl)spiro[2.2]pentane-1-carboxamide